benzyl-methyl-amine hydrochloride Cl.C(C1=CC=CC=C1)NC